BrC1=CC=CC2=CC=CC(=C12)F 4-bromo-5-fluoronaphthalen